(R)-N-(1-(3-(difluoro(1-isopropylpiperidin-4-yl)methyl)phenyl)ethyl)-6-(1-isopropylpiperidin-4-yl)-7-methoxypyrido[2,3-d]pyrimidin-4-amine FC(C=1C=C(C=CC1)[C@@H](C)NC=1C2=C(N=CN1)N=C(C(=C2)C2CCN(CC2)C(C)C)OC)(C2CCN(CC2)C(C)C)F